CN1CCC(CC1)OC1=C2C(=NC=NC2=CC(=C1)B1OC(C(O1)(C)C)(C)C)NC1=CC2=C(N=CS2)C=C1 N-(5-((1-methylpiperidin-4-yl)oxy)-7-(4,4,5,5-tetramethyl-1,3,2-dioxaborolan-2-yl)quinazolin-4-yl)benzo[d]thiazol-6-amine